C(C=C)(=O)OCC1OC(C1)C(F)(F)F 2-(acryloxymethyl)4-trifluoromethyl-oxetane